FC=1C(=CC=C2CN(C(C12)=O)CC1=CC=C(C=C1)OC)OC 7-fluoro-6-methoxy-2-(4-methoxybenzyl)isoindolin-1-one